C(#N)C=1C=NC(=NC1)CC(C(=O)OC(C)C)O propan-2-yl 3-(5-cyanopyrimidin-2-yl)-2-hydroxypropionate